OC1=C2C(=NC=C1)SC=C2 4-hydroxythieno[2,3-b]pyridine